1-tert-butyl 3-methyl 4-methyl-5-oxopiperazine-1,3-dicarboxylate CN1C(CN(CC1=O)C(=O)OC(C)(C)C)C(=O)OC